C(#N)C1(CC1)NS(=O)(=O)C=1C=C(C2=CN(N=C2C1)C1=NN=C(S1)/C=C/C(=O)OCC)N1CCN(CC1)C(C(C)C)=O Ethyl (2E)-3-(5-{6-[(1-cyanocyclopropyl)sulfamoyl]-4-[4-(2-methylpropanoyl)piperazin-1-yl]indazol-2-yl}-1,3,4-thiadiazol-2-yl)prop-2-enoate